phenyl-Decanone C1(=CC=CC=C1)CC(CCCCCCCC)=O